[O-]CC.[O-]CC.[O-]CC.[Ce+3] cerium triethoxide